3-((6-cyclobutoxy-2-methylpyridin-3-yl)oxy)-5-methyl-N-(3-(S-methylsulfonimidoyl)phenyl)-6-(trifluoromethyl)pyridazine-4-carboxamide C1(CCC1)OC1=CC=C(C(=N1)C)OC=1N=NC(=C(C1C(=O)NC1=CC(=CC=C1)S(=O)(=N)C)C)C(F)(F)F